C1(CC1)C=1C(=NSC1C(=O)NC1=CC(=NC=C1)C(F)(F)F)C1=C2C=NNC2=CC=C1 4-cyclopropyl-3-(1H-indazol-4-yl)-N-[2-(trifluoromethyl)pyridin-4-yl]-1,2-thiazole-5-carboxamide